methyl 3-(3-(tert-butoxycarbonylamino) propoxy)-2-naphthoate C(C)(C)(C)OC(=O)NCCCOC=1C(=CC2=CC=CC=C2C1)C(=O)OC